cadmium nitrate salt [N+](=O)([O-])[O-].[Cd+2].[N+](=O)([O-])[O-]